FC1(CCC(CC1)NC=1SC(=CN1)C#N)F 2-((4,4-difluorocyclohexyl)amino)thiazole-5-carbonitrile